NC1=CC(=C(C(=O)OC=2C=3N(C(=CC2)CC(=O)OC(C)(C)C)N=CN3)C=C1)I 5-(2-(Tert-butoxy)-2-oxoethyl)-[1,2,4]triazolo[1,5-a]pyridin-8-yl 4-amino-2-iodobenzoate